C(C)N1N=C(C=C1C=1N=C(N(C1)C)C1=C2C(=NC(=N1)C(=O)N)N(N=C2)C)C 4-[4-(1-ethyl-3-methyl-1H-pyrazol-5-yl)-1-methyl-1H-imidazol-2-yl]-1-methyl-1H-pyrazolo[3,4-d]Pyrimidine-6-carboxamide